NC=1C(=NC(=CN1)Br)C=O 3-AMINO-6-BROMOPYRAZINE-2-CARBALDEHYDE